tertiary butyl-sulfonamide C(C)(C)(C)S(=O)(=O)N